(R)-6-(5-methyl-1-(piperidin-4-yl)-1H-pyrazol-4-yl)-4-(1-(pyridin-2-yl)eth-oxy)pyrazolo[1,5-a]pyridine-3-carbonitrile CC1=C(C=NN1C1CCNCC1)C=1C=C(C=2N(C1)N=CC2C#N)O[C@H](C)C2=NC=CC=C2